2,4-Dimethylpentan-3-on CC(C)C(C(C)C)=O